4-(difluoromethyl)-6-(3-((1S,3R)-3-methyl-1-(4-methyl-4H-1,2,4-triazol-3-yl)cyclobutyl)phenyl)-2-(((S)-3-methylpiperidin-1-yl)methyl)-1,6-dihydro-7H-pyrrolo[2,3-c]pyridin-7-one FC(C=1C2=C(C(N(C1)C1=CC(=CC=C1)C1(CC(C1)C)C1=NN=CN1C)=O)NC(=C2)CN2C[C@H](CCC2)C)F